3-((3-(4-Azidobutoxy)-2-((bis(4-methoxyphenyl)(phenyl)methoxy)methyl)-2-methylpropyl)disulfanyl)propan-1-ol N(=[N+]=[N-])CCCCOCC(CSSCCCO)(C)COC(C1=CC=CC=C1)(C1=CC=C(C=C1)OC)C1=CC=C(C=C1)OC